5-Cyano-2-(difluoromethyl)-6-hydroxy-pyridine-3-carboxylic acid Ethyl-5-cyano-2-(difluoromethyl)-6-hydroxy-pyridine-3-carboxylate C(C)OC(=O)C=1C(=NC(=C(C1)C#N)O)C(F)F.C(#N)C=1C=C(C(=NC1O)C(F)F)C(=O)O